N1=CN=C(C2=C1NC=C2)NC=2C=NN(C2)C2(CN(C2)S(=O)(=O)C)CC#N 2-(3-(4-((7H-pyrrolo[2,3-d]pyrimidin-4-yl)amino)-1H-pyrazol-1-yl)-1-(methylsulfonyl)azetidin-3-yl)acetonitrile